C(C)N(C=1C=C2CN(C(C2=CC1)=O)C1C(NC(CC1)=O)=O)[C@H]1[C@H](CCC1)NCC 3-(5-(ethyl-((1R,2S)-2-(ethylamino)cyclopentyl)amino)-1-oxoisoindolin-2-yl)piperidine-2,6-dione